4,6-Heptadiyn-3-one CCC(C#CC#C)=O